3-(3-(2-(((3-(2-carboxy-2-(pyrrolidin-3-yl)ethyl)phenoxy)carbonyl)((3-(2-carboxy-2-(pyrrolidin-3-yl)ethyl)phenyl)methyl-d2)amino)ethoxy)phenyl)-2-(pyrrolidin-3-yl)propanoic acid C(=O)(O)C(CC=1C=C(OC(=O)N(CCOC=2C=C(C=CC2)CC(C(=O)O)C2CNCC2)C([2H])([2H])C2=CC(=CC=C2)CC(C2CNCC2)C(=O)O)C=CC1)C1CNCC1